C(C1=CC=CC=C1)OCC1[C@@H]2C[C@H]([C@H](C1)O2)NC(OCC[Si](C)(C)C)=O |r| 2-(trimethylsilyl)ethyl (rac-(1S,2R,4S)-5-((benzyloxy)methyl)-7-oxabicyclo[2.2.1]heptan-2-yl)carbamate